methyl 6-amino-4-(trifluoromethyl)pyridine-2-carboxylate NC1=CC(=CC(=N1)C(=O)OC)C(F)(F)F